4-((2-hydroxy-2-methylpropyl)thio)benzoic acid OC(CSC1=CC=C(C(=O)O)C=C1)(C)C